C1(CC1)C1=C(C=C(C=N1)C1=CC(=C2C(=N1)N=C(N2)NC(=O)C2=CC=C(C=N2)OCC(=O)O)N(C)CC2(CCCC2)COC)C(F)(F)F 2-{[6-({5-[6-Cyclopropyl-5-(trifluoromethyl)pyridin-3-yl]-7-({[1-(methoxymethyl)cyclopentyl]methyl}(methyl)amino)-1H-imidazo[4,5-b]pyridin-2-yl}carbamoyl)pyridin-3-yl]oxy}acetic acid